CN1C2=CC=CC=C2C(C12NC1=C(OC2)C2=CC=CC=C2C=2C=CC=CC21)(C)C 1,3-dihydro-1,3,3-trimethylspiro[2H-indole-2,3'-[3H]phenanthro[9,10-b][1,4]oxazine]